4-((5-(benzyloxy)imidazo[4,5-b]Pyridin-1-yl)methyl)phenyl-phosphonic acid diphenyl ester C1(=CC=CC=C1)OP(OC1=CC=CC=C1)(=O)C1=CC=C(C=C1)CN1C=NC2=NC(=CC=C21)OCC2=CC=CC=C2